N1(C=NC=C1)CCCNC(=O)C1=NN2C(N=C(C=C2C2=CC=NC=C2)C2=CC=CC=C2)=C1 N-(3-(1H-imidazol-1-yl)propyl)-5-phenyl-7-(pyridin-4-yl)pyrazolo[1,5-a]pyrimidine-2-carboxamide